(R)-9-(2-Methoxyphenyl)-8-oxo-2-(pyrrolidin-3-ylamino)-8,9-dihydro-7H-purine COC1=C(C=CC=C1)N1C2=NC(=NC=C2NC1=O)N[C@H]1CNCC1